3-[2-(4-Chloro-2-pyridinyl)ethynyl]-6,8-dihydro-5H-[1,2,4]triazolo[4,3-a]pyrazine-7-carboxylic acid methyl ester COC(=O)N1CC=2N(CC1)C(=NN2)C#CC2=NC=CC(=C2)Cl